2-(2-(2-(2-(2-(benzyloxy)ethoxy)ethoxy)ethoxy)ethoxy)ethyl methansulfonate CS(=O)(=O)OCCOCCOCCOCCOCCOCC1=CC=CC=C1